(5R,8S)-1-fluoro-N-(2-fluoro-4-(trifluoromethyl)phenyl)-6,7,8,9-tetrahydro-5H-5,8-epimino-cyclohepta[c]pyridine-10-carboxamide FC1=NC=CC2=C1C[C@@H]1CC[C@H]2N1C(=O)NC1=C(C=C(C=C1)C(F)(F)F)F